3-methoxy-azetidin COC1CNC1